ClC1=C(C=CC=C1)[C@@H](C(=O)N1CC2=NN(C=C2C1)S(=O)(=O)C=1C=C2C(=NC1)OCCO2)[C@@H](C)O (2R,3R)-2-(2-chlorophenyl)-1-(2-[2H,3H-[1,4]dioxino[2,3-b]pyridine-7-sulfonyl]-4H,6H-pyrrolo[3,4-c]pyrazol-5-yl)-3-hydroxybutan-1-one